C(C)(=O)NC=1C=CC(=C2CCCC12)C1=CC(=C(C=C1)C[C@@H](C#N)NC(=O)[C@H]1OCCCNC1)F (S)-N-((S)-2-(4-(7-acetamido-2,3-dihydro-1H-inden-4-yl)-2-fluorophenyl)-1-cyanoethyl)-1,4-oxazepane-2-carboxamide